1-((5-(1H-pyrazol-1-yl)pyridin-2-yl)methyl)-4-(3-fluorobicyclo[1.1.1]pentan-1-yl)-1,4-dihydropyrazine-2,3-dione N1(N=CC=C1)C=1C=CC(=NC1)CN1C(C(N(C=C1)C12CC(C1)(C2)F)=O)=O